C(CCCCCCC)C1=CN=C(S1)CC(C(=O)OC(C)(C)C)=C tert-butyl 2-((5-octylthiazol-2-yl)methyl)acrylate